(R)-N-(4-bromo-2,5-difluorophenyl)-6-(methoxy-d3)-1-tosyl-6-(trifluoromethyl)-4,5,6,7-tetrahydro-1H-indole-3-sulfonamide BrC1=CC(=C(C=C1F)NS(=O)(=O)C1=CN(C=2C[C@](CCC12)(C(F)(F)F)OC([2H])([2H])[2H])S(=O)(=O)C1=CC=C(C)C=C1)F